1-(6-(1-(2-((5-fluoro-4-oxo-2-(((tetrahydro-2H-pyran-4-yl)thio)methyl)-3,4-dihydroquinazolin-7-yl)oxy)ethyl)piperidin-4-yl)-1-methyl-1H-indazol-3-yl)dihydropyrimidine-2,4(1H,3H)-dione FC1=C2C(NC(=NC2=CC(=C1)OCCN1CCC(CC1)C1=CC=C2C(=NN(C2=C1)C)N1C(NC(CC1)=O)=O)CSC1CCOCC1)=O